(S)-2-((4-(3-((5-chloro-3-fluoropyridin-2-yl)methoxy)phenyl)piperidin-1-yl)methyl)-1-(oxetane-2-ylmethyl)-1H-benzo[d]imidazole-6-carboxylic acid ClC=1C=C(C(=NC1)COC=1C=C(C=CC1)C1CCN(CC1)CC1=NC2=C(N1C[C@H]1OCC1)C=C(C=C2)C(=O)O)F